3-hydroxy-2-naphthoic acid (1-methylethylidene) hydrazide CC(C)=NNC(=O)C1=CC2=CC=CC=C2C=C1O